thien-2-ylphenyl-amine S1C(=CC=C1)NC1=CC=CC=C1